[Br].C(C)C1(C(OC1)C)CCC[Si](OCC)(OCC)OCC 3-ethyl-3-[3'-(triethoxysilyl)propyl]methyloxetane bromine